C(C)(C)(C)O[C@H](C(=O)O)C=1C(=C2C(=NC1C)N(C(=C2C)C)CC2OCC2)C2=CC=C(C=C2)Cl (2S)-2-(tert-butoxy)-2-(4-(4-chlorophenyl)-2,3,6-trimethyl-1-(oxetan-2-ylmethyl)-1H-pyrrolo[2,3-b]pyridin-5-yl)acetic acid